(5aR,5bS,7aS,8S,10aS,10bR)-5a,7a-dimethyl-2-(phenethylamino)-5,5a,5b,6,7,7a,8,9,10,10a,10b,11-dodecahydro-4H-cyclopenta[7,8]phenanthro[2,1-d]thiazol-8-yl acetate C(C)(=O)O[C@H]1CC[C@@H]2[C@@]1(CC[C@@H]1[C@]3(CCC=4N=C(SC4C3=CC[C@@H]21)NCCC2=CC=CC=C2)C)C